C(C)C1=CC=C(C=C1)N(S(=O)(=O)C=1C=C2C(CC(OC2=CC1)C1CCOCC1)F)CC(C)C N-(4-ethylphenyl)-4-fluoro-N-isobutyl-2-(tetrahydro-2H-pyran-4-yl)chroman-6-sulfonamide